(R)-4-(4-((1-(3-(difluoromethyl)-2-fluorophenyl)ethyl)amino)-7-(oxetan-3-yloxy)pyrido[2,3-d]pyrimidin-6-yl)tetrahydro-2H-thiopyran 1,1-dioxide FC(C=1C(=C(C=CC1)[C@@H](C)NC=1C2=C(N=CN1)N=C(C(=C2)C2CCS(CC2)(=O)=O)OC2COC2)F)F